N-(2,6-dichlorophenyl)-2-hydroxy-N-phenylacetamide ClC1=C(C(=CC=C1)Cl)N(C(CO)=O)C1=CC=CC=C1